4,5-Di-chloro-2-octylisothiazol-3(2H)-one ClC=1C(N(SC1Cl)CCCCCCCC)=O